2-methyl-6,7-dihydrothieno[2'',3'':4',5']pyrimido[1',2':1,2]pyrido[3,4-b]indol-4(12H)-one CC1=CC2=C(N=C3N(CCC4=C3NC3=CC=CC=C43)C2=O)S1